1-([2,4'-bipyridine]-3-carbonyl)-4-(2,6-difluoro-4-(trifluoromethyl)benzyl)piperidine-4-carbonitrile N1=C(C(=CC=C1)C(=O)N1CCC(CC1)(C#N)CC1=C(C=C(C=C1F)C(F)(F)F)F)C1=CC=NC=C1